ClC=1C(=NC(=NC1)NC1CCOCC1)C1=CC=C2CN(C(C2=C1)=O)CC=1N=NN(C1)C 6-{5-chloro-2-[(oxacyclohex-4-yl)amino]pyrimidin-4-yl}-2-[(1-methyl-1H-1,2,3-triazol-4-yl)methyl]-2,3-dihydro-1H-isoindol-1-one